tert-butyl N-methyl-N-(5-methyl-3,4-dihydro-2H-thieno[2,3-b]pyran-3-yl)carbamate CN(C(OC(C)(C)C)=O)C1CC2=C(OC1)SC=C2C